ClC1=CC=C2C(=CC(=NC2=C1Cl)N1[C@@H](CCC1)[C@H](COCC(=O)O)O)N1C=NC=C1 2-((R)-2-((S)-1-(7,8-Dichloro-4-(1H-imidazol-1-yl)quinolin-2-yl)pyrrolidin-2-yl)-2-hydroxyethoxy)acetic acid